(S)-1-((2,3-dihydrobenzo[b][1,4]dioxin-2-yl)methyl)-4-(3-([11C]-methoxymethyl)pyridin-2-yl)piperazine O1C2=C(OC[C@@H]1CN1CCN(CC1)C1=NC=CC=C1CO[11CH3])C=CC=C2